C1OCC12CCN(CC2)C=2C=CC(=NC2)C(=O)O 5-(2-oxa-7-azaspiro[3.5]nonan-7-yl)picolinic acid